DICYANOPYRAZINE C(#N)C=1C(=NC=CN1)C#N